1-methyl-4-isopropenyl-1-cyclohexene CC1=CCC(CC1)C(=C)C